1-(4-bromo-5-methyl-1H-pyrazol-3-yl)-2,2-dimethylpiperazine trifluoroacetate FC(C(=O)O)(F)F.BrC=1C(=NNC1C)N1C(CNCC1)(C)C